N-(5-(N-(2,6-dimethylphenyl)sulfamoyl)-6-methoxypyridin-3-yl)-2-methylbenzo[d]thiazole-6-carboxamide CC1=C(C(=CC=C1)C)NS(=O)(=O)C=1C=C(C=NC1OC)NC(=O)C1=CC2=C(N=C(S2)C)C=C1